COC=1C=C(C=CC1OC)C=1OC2=CC=C(C=C2C(C1)=O)O 2-(3,4-dimethoxyphenyl)-6-hydroxy-chromen-4-one